N1(C=NC=C1)C=1C=CC(=C(C1)O)C=1N=NC(=CC1)O[C@H]1[C@@H]2CN[C@](C1)(C2)C 5-(1H-imidazol-1-yl)-2-(6-(((1S,4S,5R)-1-methyl-2-azabicyclo[2.2.1]heptan-5-yl)oxy)pyridazin-3-yl)phenol